OC=1N=C2C(=NC1)N=CC(=C2)Br 2-hydroxy-7-bromopyrido[2,3-b]pyrazine